CC1=NOC(=C1C=1C=C2C(N(C(NC2=CC1)=O)CC(=O)O)C1=CC=CC=C1)C 2-(6-(3,5-dimethylisoxazol-4-yl)-2-oxo-4-phenyl-1,4-dihydroquinazolin-3(2H)-yl)acetic acid